Cl.Cl.FC1=CC=C(C=C1)C=1N=C(NC1)CN 1-[4-(4-fluorophenyl)-1H-imidazol-2-yl]methylamine dihydrochloride